5-[(1S,2S)-2-[6-(2,4-dimethoxypyrimidin-5-yl)imidazo[1,2-b]pyridazin-8-yl]cyclopropyl]quinoline COC1=NC=C(C(=N1)OC)C=1C=C(C=2N(N1)C=CN2)[C@@H]2[C@H](C2)C2=C1C=CC=NC1=CC=C2